C(C1=CN=CC=C1)(=O)[O-].C(C1=CN=CC=C1)(=O)[O-].C(C1=CN=CC=C1)(=O)[O-].[Cr+3] chromium (III) trinicotinate